CC=1N(N=C2C=CC(=CC12)C1=NC(=NC=C1)N[C@@H]1C[C@H](CC1)NC(OC(C)(C)C)=O)C1OCCCC1 tert-butyl ((1S,3S)-3-((4-(3-methyl-2-(tetrahydro-2H-pyran-2-yl)-2H-indazol-5-yl)pyrimidin-2-yl)amino)cyclopentyl)carbamate